CN1CCN(CC1)C1=CC=C(C=N1)NC=1N=CC2=C(N1)NC=C2C2=CC=1N(C=C2)N=CC1 N-(6-(4-methylpiperazin-1-yl)pyridin-3-yl)-5-(pyrazolo[1,5-a]pyridin-5-yl)-7H-pyrrolo[2,3-d]pyrimidin-2-amine